{4-[2-({4-[(4-methylpiperazin-1-yl)methyl]-3-(trifluoromethyl)phenyl}amino)-2-oxoethyl]phenyl}carbamic acid tert-butyl ester C(C)(C)(C)OC(NC1=CC=C(C=C1)CC(=O)NC1=CC(=C(C=C1)CN1CCN(CC1)C)C(F)(F)F)=O